C(C1=CC=CC=C1)OC1COCC2=C1NC(C1=C2C=C(S1)C=1C(=NN(C1)COCC[Si](C)(C)C)C)=O 4-(benzyloxy)-8-(3-methyl-1-((2-(trimethylsilyl)ethoxy)methyl)-1H-pyrazol-4-yl)-1,3,4,5-tetrahydro-6H-pyrano[4,3-b]thieno[3,2-d]pyridin-6-one